Lithium Guanidine NC(=N)N.[Li]